Cl.N1=C(N=C(N=C1)N)N 1,3,5-triazine-2,4-diamine hydrochloride